(S)-3-Chloro-N-(8,9-difluoro-6-oxo-1,4,5,6-tetrahydro-2H-pyrano[3,4-c]isoquinolin-1-yl)-N-methylbenzamide ClC=1C=C(C(=O)N(C)[C@@H]2COCC=3NC(C=4C=C(C(=CC4C32)F)F)=O)C=CC1